P(=O)(O)(O)O.FC1=CC2=C(C(=NO2)C2CCN(CC2)CCCOC2CN3C(CCC4=CC=CC2=C34)=O)C=C1 (3-(4-(6-fluorobenzo[d]isoxazol-3-yl)piperidin-1-yl)propoxy)-5,6-dihydro-1H-pyrrolo[3,2,1-ij]quinolin-4(2H)-one phosphate